(+)-isolysergol OC[C@@H]1CN(C)[C@@H]2CC3=CNC4=CC=CC(C2=C1)=C34